C(C(C)C)C=1C=C(C(=C(NC)C1)C=1N=NNN1)N1CCN(CC1)CC=1N=NC=CC1 5-isobutyl-N-methyl-3-[4-(pyridazin-3-ylmethyl)piperazin-1-yl]-2-(2H-tetrazol-5-yl)aniline